2,2-dimethyl-4H-[1,3]dioxino[4,5-c]pyridine CC1(OCC=2C(=CN=CC2)O1)C